CN(C1CCN(CC1)C1=CC=2C(=C(N=NC2N[C@H](C)C2=CC(=CC=C2)C(F)(F)F)C)N=C1)C (R)-3-(4-(dimethylamino)piperidin-1-yl)-8-methyl-N-(1-(3-(trifluoromethyl)phenyl)ethyl)pyrido[2,3-d]pyridazin-5-amine